S1C(=CC=C1)C(=O)Cl 2-thiophenoic acid chloride